C(C=1C(C(=O)OCC)=CC=CC1)(=O)OCC diethyl phthaloate